ClC1=CC=C(C=C1)C(C(=O)N[C@H](C(=O)N[C@H](CCC(=O)O)C(=O)O)C1CCC1)(C)C ((S)-2-(2-(4-chlorophenyl)-2-methylpropanamido)-2-cyclobutylacetyl)-D-glutamic acid